(4S,5R)-4,5-dihydroxy-2,6-dioxohexanoic acid O[C@@H](CC(C(=O)O)=O)[C@H](C=O)O